4-(tert-Butylsulfonyl)-N-(2-(4,4-difluoropiperidin-1-yl)-6-methylpyrimidin-4-yl)-2-(6-azaspiro[2.5]octan-6-yl)benzamide C(C)(C)(C)S(=O)(=O)C1=CC(=C(C(=O)NC2=NC(=NC(=C2)C)N2CCC(CC2)(F)F)C=C1)N1CCC2(CC2)CC1